C(C1=CC=CC=C1)(C1=CC=CC=C1)(C1=CC=CC=C1)[NH-] N-trityl-amide